3,4-dihydro-2,5-furandione O1C(CCC1=O)=O